Cl.Cl.COCCN1C(=NC2=C1C=C1C(=C2)OCO1)CCN 2-(5-(2-methoxyethyl)-5H-[1,3]dioxolo[4',5':4,5]benzo[1,2-d]imidazol-6-yl)ethan-1-amine dihydrochloride